N-((1S)-1-(5-((5-chloro-6-(difluoromethoxy)-2,3-dihydro-1H-inden-2-yl)amino)pyridin-2-yl)-2,2,2-trifluoroethyl)-N-methyltetrahydro-2H-thiopyran-4-carboxamide 1,1-dioxide ClC=1C=C2CC(CC2=CC1OC(F)F)NC=1C=CC(=NC1)[C@@H](C(F)(F)F)N(C(=O)C1CCS(CC1)(=O)=O)C